Benzo[c][1,2,5]oxadiazol-5-ylboronic acid neopentyl ester C(C(C)(C)C)OB(O)C1=CC=2C(=NON2)C=C1